[Sn].[Pb].[Zn].[Cu] copper-zinc-lead-tin